[3-(1,3-benzothiazol-2-ylamino)-4-methyl-6,7-dihydro-5H-pyrido[2,3-c]pyridazin-8-yl]-5-[3-[2-fluoro-4-(3-pyrrolidin-1-ylpropyl)phenoxy]propyl]thiazole-4-carboxylic acid S1C(=NC2=C1C=CC=C2)NC2=C(C1=C(N=N2)N(CCC1)C=1SC(=C(N1)C(=O)O)CCCOC1=C(C=C(C=C1)CCCN1CCCC1)F)C